C1(=CC=CC=C1)N(C(=O)OCC1CCC(CC1)COCC(=O)O)C1=NC=C(N=C1)C(F)(F)F 2-(((1r,4r)-4-((phenyl(5-(trifluoromethyl)pyrazin-2-yl)carbamoyloxy)methyl)cyclohexyl)methoxy)acetic acid